Tert-butyl ((1R,3S)-3-((6-chloro-8-(isopropylamino)pyrido[3,4-d]pyrimidin-2-yl)carbamoyl)cyclohexyl)carbamate ClC1=CC2=C(N=C(N=C2)NC(=O)[C@@H]2C[C@@H](CCC2)NC(OC(C)(C)C)=O)C(=N1)NC(C)C